(S)-N-(3-(1-((2-ethyl-2H-pyrazolo[3,4-b]pyrazin-6-yl)amino)ethyl)phenyl)-2,2-difluorobenzo[d][1,3]dioxole-5-carboxamide C(C)N1N=C2N=C(C=NC2=C1)N[C@@H](C)C=1C=C(C=CC1)NC(=O)C1=CC2=C(OC(O2)(F)F)C=C1